C=1N=CN2C1C1=CC=CC=C1[C@@H]2[C@@H]2[C@@H](C1(C2)CCC1)O (1S,2R)-2-((S)-5H-imidazo[5,1-a]isoindol-5-yl)spiro[3.3]heptan-1-ol